C(C)(C)(C)OC(=O)N[C@@H](CC(=O)OCC)C=1C=C(C=C(C1F)C(F)(F)F)C1=C(C=C(C=C1F)F)Cl Ethyl (S)-3-((tert-butoxycarbonyl)amino)-3-(2'-chloro-4,4',6'-trifluoro-5-(trifluoromethyl)-[1,1'-biphenyl]-3-yl)propanoate